C12CC(C1)(C2)CC(=O)NC(C(=O)O)CCN(CCCCC2=NC=1NCCCC1C=C2)CCOC(C)(C)C 2-[[2-(3-bicyclo[1.1.1]pentanyl)acetyl]amino]-4-[2-tert-butoxyethyl-[4-(5,6,7,8-tetrahydro-1,8-naphthyridin-2-yl)butyl]amino]butanoic acid